(5aS,6R,11bS)-14-(cyclopropylmethyl)-10-methoxy-2,3,4,5,6,7-hexahydro-6,11b-(epiminoethano)naphtho[1,2-d]azepine C1(CC1)CN1CC[C@@]23CCNCC[C@@H]2[C@H]1CC1=CC=C(C=C13)OC